3-(4-Chloro-phenyl)-adamantane-1-carboxylic acid 4-methylsulfamoyl-benzylamide CNS(=O)(=O)C1=CC=C(CNC(=O)C23CC4(CC(CC(C2)C4)C3)C3=CC=C(C=C3)Cl)C=C1